glyceryl laurate glyceryl-myristate C(C(O)CO)OC(CCCCCCCCCCCCC)=O.C(CCCCCCCCCCC)(=O)OCC(O)CO